O=C([C@H](C)NP(=O)(N1C(CCC1)=O)CC1=CC2=C(SC(=C2)C(=O)O)C=C1)OCCC 5-(((((S)-1-oxo-1-propoxypropan-2-yl)amino)(2-oxopyrrolidin-1-yl)phosphoryl)methyl)benzo[b]thiophene-2-carboxylic acid